7-METHYL-6-(6-(4-(1-PHENYLETHYL)PIPERAZIN-1-YL)PYRIDIN-2-YL)IMIDAZO[1,2-A]PYRIDINE CC1=CC=2N(C=C1C1=NC(=CC=C1)N1CCN(CC1)C(C)C1=CC=CC=C1)C=CN2